1-(4-bromophenoxy)-3-(2,2-dimethoxyethoxy)propan-2-ol BrC1=CC=C(OCC(COCC(OC)OC)O)C=C1